ClC1=CC=C(C=C1)C1=N[C@H](C=2N(C3=C1C(=C(S3)C)C)C(=NN2)C)CC(=O)OCCOCCOCCOCC(COCC(NCC(C)(C)C)=O)C 11,18,18-trimethyl-15-oxo-3,6,9,13-tetraoxa-16-azanonadecyl 2-((S)-4-(4-chlorophenyl)-2,3,9-trimethyl-6H-thieno[3,2-f][1,2,4]triazolo[4,3-a][1,4]diazepin-6-yl)acetate